N-[(2,4-dimethoxyphenyl)methyl]-6-[2-methoxy-4-[2-(oxan-2-yloxy)ethyl]-5-(4,4,5,5-tetramethyl-1,3,2-dioxaborolan-2-yl)phenyl]-4-methylphthalazin-1-amine COC1=C(C=CC(=C1)OC)CNC1=NN=C(C2=CC(=CC=C12)C1=C(C=C(C(=C1)B1OC(C(O1)(C)C)(C)C)CCOC1OCCCC1)OC)C